C(C)(=O)N1C=CC2=CC(=CC=C12)[N+](=O)[O-] 1-acetyl-5-nitroindole